N[C@@H](C1CCN(CC1)C(=O)OC(C)(C)C)C1=CC=C(C=C1)Cl tert-butyl (S)-4-(amino(4-chlorophenyl)methyl)piperidine-1-carboxylate